O1CCC(CC1)NN tetrahydropyran-4-ylhydrazine